iron bisindene C1C=CC2=CC=CC=C12.C1C=CC2=CC=CC=C12.[Fe]